(S)-5-(2-((4-(3-((4-chloro-2-fluorobenzyl)oxy)-4-fluorophenyl)-3,6-dihydropyridin-1(2H)-yl)methyl)-3-(oxetan-2-ylmethyl)-3H-imidazo[4,5-C]pyridin-6-yl)-4H-1,2,4-triazole-3-carboxamide ClC1=CC(=C(COC=2C=C(C=CC2F)C=2CCN(CC2)CC2=NC3=C(C=NC(=C3)C=3NC(=NN3)C(=O)N)N2C[C@H]2OCC2)C=C1)F